2-(2-Hydroxyethyl-sulfonylamino)thiazole-4-carboxylic acid methyl ester COC(=O)C=1N=C(SC1)NS(=O)(=O)CCO